ClC1=C(CN(C2=C(C(=NC=N2)NC[C@@H]2[C@H](CN(CC2)CC(=O)N)O)F)CC(C)C)C=CC(=C1)Cl ((3R,4R)-4-(((6-((2,4-dichlorobenzyl)(isobutyl)amino)-5-fluoropyrimidin-4-yl)amino)methyl)-3-hydroxypiperidin-1-yl)acetamide